OCC(=O)N1CC2NS(C=3C(OCC2C1)=C(N(C3)C)C(=O)NC3=CC(=C(C(=C3)F)F)F)(=O)=O 2-(2-hydroxyacetyl)-7-methyl-N-(3,4,5-trifluorophenyl)-2,3,3a,4,10,10a-hexahydro-1H,7H-dipyrrolo[3,4-b:3',4'-f][1,4,5]oxathiazocine-8-carboxamide 5,5-dioxide